C(C1=CC=CC=C1)N1C(C2=C(C=3C=CC=NC13)CCN(C2)CC2=CC=NC=C2)=O 6-benzyl-3-(pyridin-4-ylmethyl)-2,3,4,6-tetrahydropyrido[3,4-c][1,8]naphthyridin-5(1H)-one